C(C)(C)(C)OC(=O)N1C(CCCC1)C=1NC=CN1 1H-imidazol-2-yl-piperidine-1-carboxylic acid tert-butyl ester